3-nitro-dodecanedioic acid dimethyl ester COC(CC(CCCCCCCCC(=O)OC)[N+](=O)[O-])=O